C(C)S(=O)(OOCCOC)[O-] (2-methoxyethoxy) ethylsulfite